3-(5-bromo-2-oxobenzo[ct]indol-1(2H)-yl)azepane-2,7-dione BrC=1C=CC=2C(N(C3=CC=CC1C23)C2C(NC(CCC2)=O)=O)=O